C(C)(C)(C)OC(NCCOC1=CC(=C(C=C1)[N+](=O)[O-])C)=O (2-(3-methyl-4-nitrophenoxy)ethyl)carbamic acid tert-butyl ester